5-(5-(1-((2r,4s)-4-hydroxypyrrolidine-2-carbonyl)piperidin-4-yl)-3-isopropyl-1H-indol-2-yl)-1,3-dimethylpyridin-2(1H)-one O[C@H]1C[C@@H](NC1)C(=O)N1CCC(CC1)C=1C=C2C(=C(NC2=CC1)C=1C=C(C(N(C1)C)=O)C)C(C)C